C(C)(C)(C)OC(=O)C1=NN(C=C1C1=NC=C(C=C1)C#N)C.ClC=1C=NC(=NC1)OC1=NC(=CC(=C1C1=CC(=NO1)C(F)F)C)C 5-[2-(5-chloropyrimidin-2-yl)oxy-4,6-dimethyl-3-pyridyl]-3-(difluoromethyl)isoxazole tert-butyl-4-(5-cyanopyridin-2-yl)-1-methyl-1H-pyrazole-3-carboxylate